COC1=CC=C(C=C1)CN1C(C(CCC1=O)C=1C=C(C=CC1)N1CCN(CC1)CC1CCC(CC1)NC([O-])=O)=O N-[4-[[4-[3-[1-[(4-Methoxyphenyl)methyl]-2,6-dioxo-3-piperidyl]phenyl]piperazin-1-yl]methyl]cyclohexyl]carbamate